C(C)(=O)C1=C(C=C(C=C1)Cl)C1=CC(N(C=C1OC)C(C(=O)NC=1C=C2CCNC(C2=CC1)=O)CCOC(C)(C)C)=O 2-(4-(2-acetyl-5-chlorophenyl)-5-methoxy-2-oxopyridin-1(2H)-yl)-4-(tert-butoxy)-N-(1-oxo-1,2,3,4-tetrahydroisoquinolin-6-yl)butanamide